3,3'-sulfinyl-dipropionic acid dimethyl ester COC(CCS(=O)CCC(=O)OC)=O